NC=1N=C2N(C=C(C=C2)C=2C(=C3C=CNC3=CC2)C)C1C(=O)[C@@H]1[C@@H](C1)F (2-amino-6-(4-methyl-1H-indol-5-yl)imidazo[1,2-a]pyridin-3-yl)((1R,2R)-2-fluorocyclopropyl)methanone